6-Cyano-N-[2-[4-[[4-[4-(2,4-dioxohexahydropyrimidin-1-yl)-8-isoquinolyl]-1-piperidyl]methyl]cyclohexyl]indazol-5-yl]pyrazolo[1,5-a]pyrimidine-3-carboxamide C(#N)C=1C=NC=2N(C1)N=CC2C(=O)NC2=CC1=CN(N=C1C=C2)C2CCC(CC2)CN2CCC(CC2)C=2C=CC=C1C(=CN=CC21)N2C(NC(CC2)=O)=O